N-((1-(1-(6,7-dimethoxyquinazolin-4-yl)piperidin-4-yl)cyclopropyl)methyl)thiodiamide formate C(=O)[O-].COC=1C=C2C(=NC=NC2=CC1OC)N1CCC(CC1)C1(CC1)C[N-]S[NH-]